C(C1=CC=CC=C1)OC(=O)[C@H]1O[C@]([C@H]([C@H]1C1=C(C(=C(C=C1)F)F)OCC1=CC=CC=C1)C)(C(F)(F)F)C (2s,3s,4s,5r)-3-(2-benzyloxy-3,4-difluoro-phenyl)-4,5-dimethyl-5-(trifluoromethyl)tetrahydrofuran-2-carboxylic acid benzyl ester